C(C)C1=C2C(=C(C(N(C2=NC(=C1)C(F)(F)F)C1=CC=CC=C1)=O)C(=O)O)NC ethyl-4-(methylamino)-2-oxo-1-phenyl-7-(trifluoromethyl)-1,2-dihydro-1,8-naphthyridine-3-carboxylic acid